[N+](=O)([O-])C1=CC=C(C=C1)/C=C/C(=O)C1=NC=CC2=C1NC1=CC=CC=C21 (E)-3-(4-nitrophenyl)-1-(9H-pyrido[3,4-b]indol-1-yl)prop-2-en-1-one